2,3-dichlorophenylacetic acid ClC1=C(C=CC=C1Cl)CC(=O)O